C1(CC1)C(C(=O)N[C@H]1CCC=2C=3C1=C1C(=NC3C=C(C2C)F)C2=CC3=C(C(N2C1)=O)COC([C@]3(O)CC)=O)CO 2-cyclopropyl-N-((1S,9S)-9-ethyl-5-fluoro-9-hydroxy-4-methyl-10,13-dioxo-2,3,9,10,13,15-hexahydro-1H,12H-benzo[de]pyrano[3',4':6,7]indolizino[1,2-b]quinolin-1-yl)-3-hydroxypropanamide